C(CBr)OCCBr 2,2'-dibromodiethyl ether